C(C1=CC=CC=C1)OC(CNCC1(CCN(CC1)C(=O)OC(C)(C)C)F)=O tert-butyl 4-[[(2-benzyloxy-2-oxo-ethyl)amino]methyl]-4-fluoro-piperidine-1-carboxylate